8-methyl-6-(3-pyridin-4-yl-propoxy)-2-thieno[2,3-c]pyridin-5-yl-3H-quinazolin-4-one hydrochloride Cl.CC=1C=C(C=C2C(NC(=NC12)C=1C=C2C(=CN1)SC=C2)=O)OCCCC2=CC=NC=C2